methyl-{8-fluoro-2-[4-(3-methoxyphenyl)piperazin-1-yl]-3-[2-methoxy-5-(trifluoromethyl)phenyl]-3,4-dihydroquinazolin-4-yl}acetic acid methyl ester COC(C(C1N(C(=NC2=C(C=CC=C12)F)N1CCN(CC1)C1=CC(=CC=C1)OC)C1=C(C=CC(=C1)C(F)(F)F)OC)C)=O